Cl.N[C@@H](C(=O)NC1=CC=C2C=NN(C2=C1)C=1C=C(C=CC1)C)C (R)-2-amino-N-(1-(m-tolyl)-1H-indazol-6-yl)propanamide hydrochloride